3-(difluoromethyl)isothiazole-5-sulfonyl chloride FC(C1=NSC(=C1)S(=O)(=O)Cl)F